(trans)-6-(4-(3-(5-(difluoromethoxy)pyridin-3-yl)-1-isopropyl-1H-pyrazol-5-yl)cyclohexyl)-2-thia-6-azaspiro[3.4]octane 2,2-dioxide FC(OC=1C=C(C=NC1)C1=NN(C(=C1)[C@@H]1CC[C@H](CC1)N1CC2(CS(C2)(=O)=O)CC1)C(C)C)F